C(C)(C)(C)OC(=O)N1CCC(CC1)CN1N=CC=C(C1=O)Cl 4-[(5-chloro-6-oxo-1,6-dihydropyridazin-1-yl)methyl]Piperidine-1-carboxylic acid tert-butyl ester